[N-](S(=O)(=O)C(F)(F)F)S(=O)(=O)C(F)(F)F.C[N+](CCCCCCCCCC)(CCCCCCCC)CCCCCCCC methyldi-n-octyl-n-decylammonium bis(trifluoromethylsulfonyl)imide